C(CCCCCCCCCC)C(C(C(C(=O)O)(CCCCCCCCCCC)CCCCCCCCCCC)(O)C(=O)O)C(=O)O.C(C)OCC ethyl ether tri-undecyl-citrate